ClC1=CC(C(C1(F)F)(F)F)(F)F 1-chloro-3,3,4,4,5,5-hexafluorocyclopentene